C[C@H]1COCCN1C=1C=CC2=C(NC(=N2)C2=CC(=CN2)C(=O)C2=C(C=CC=C2)C(F)(F)F)C1 (S)-(5-(6-(3-methylmorpholino)-1H-benzo[d]imidazol-2-yl)-1H-pyrrol-3-yl)(2-(trifluoromethyl)phenyl)methanone